C(C)C(=CC)C 1-ethyl-1,2-dimethylethylene